3-(4-bromophenyl)-1-phenyl-2-propen-1-one BrC1=CC=C(C=C1)C=CC(=O)C1=CC=CC=C1